O=C1NC(CCC1N1C(C2=CC=CC(=C2C1=O)SCCC(=O)O)=O)=O 3-((2-(2,6-dioxopiperidin-3-yl)-1,3-dioxoisoindoline-4-yl)thio)propionic acid